3-(5-((1-(4'-Fluoro-5,5-dimethyl-3,4,5,6-tetrahydro-[1,1'-biphenyl]-2-carbonyl)piperidine-4-yl)methyl)-1-oxoisoindolin-2-yl)piperidine-2,6-dione FC1=CC=C(C=C1)C1=C(CCC(C1)(C)C)C(=O)N1CCC(CC1)CC=1C=C2CN(C(C2=CC1)=O)C1C(NC(CC1)=O)=O